4-fluoro-2-(2-methyl-3-(naphthalen-2-yl)acrylamido)benzoic acid FC1=CC(=C(C(=O)O)C=C1)NC(C(=CC1=CC2=CC=CC=C2C=C1)C)=O